N1C=NC2=C1C=C(C=C2)CN(C(=O)N)CC2=CC=C(C=C2)OC 1-((1H-benzo[d]imidazol-6-yl)methyl)-1-(4-methoxybenzyl)urea